C(C)(C)(C)OC(=O)N1C[C@H](CC1)COC1=COC(=CC1=O)CN1CC2=CC=CC=C2C1 (S)-3-(((6-(isoindolin-2-ylmethyl)-4-oxo-4H-pyran-3-yl)oxy)methyl)pyrrolidine-1-carboxylic acid tert-butyl ester